N-(4'-(difluoromethyl)-[1,1'-biphenyl]-3-yl)-2-methoxy-N-methylpyrido[3,2-e][1,2,4]triazolo[4,3-a]pyrimidin-5-amine FC(C1=CC=C(C=C1)C1=CC(=CC=C1)N(C1=NC=2N(C3=C1C=CC(=N3)OC)C=NN2)C)F